(8-fluoro-6-(2-((cis-4-methoxycyclohexyl)amino)-7H-pyrrolo[2,3-d]pyrimidin-5-yl)imidazo[1,2-a]pyridin-3-yl)methanol FC=1C=2N(C=C(C1)C1=CNC=3N=C(N=CC31)N[C@@H]3CC[C@@H](CC3)OC)C(=CN2)CO